chloro-dimethyl-silicon Cl[Si](C)C